tert-butyl (6-acetylpyridazin-3-yl)carbamate C(C)(=O)C1=CC=C(N=N1)NC(OC(C)(C)C)=O